S(=O)(=O)(OC(F)(F)F)[O-] Trifluoromethyl sulfate